ethyl 2-[(2,2-dimethyl-1,3-dioxolan-4-yl)methyl]-5-methyl-pyrazole-3-carboxylate CC1(OCC(O1)CN1N=C(C=C1C(=O)OCC)C)C